ClC1=CC=C(C=C1)C1=N[C@H](C=2N(C3=C1C=C(C=C3)OCCOCCOCCOCCOCCOCCNC(C3=CC(=CC=C3)O)=O)C(=NN2)C)CC(=O)NCC N-(17-(((4S)-6-(4-chlorophenyl)-4-(2-(ethylamino)-2-oxoethyl)-1-methyl-4H-benzo[f][1,2,4]triazolo[4,3-a][1,4]diazepin-8-yl)oxy)-3,6,9,12,15-pentaoxaheptadecyl)-3-hydroxybenzamide